CN1C(N(C2=C1C(=CC=C2)C#CCOCCCCCCOCC#C)C2C(NC(CC2)=O)=O)=O 3-[3-methyl-2-oxo-4-(3-[[6-(prop-2-yn-1-yloxy)hexyl]oxy]prop-1-yn-1-yl)-1,3-benzodiazol-1-yl]piperidine-2,6-dione